C12CC3CC(CC(C1)C3)C2 adamantan